C(C)(C)(C)C=1C=C(C=C(C1O)C)CCC(=O)O 3-(3-tertiary butyl-4-hydroxy-5-methylphenyl)propionic acid